OC1CC(C1)(C(=O)OC)C Methyl (1r,3r)-3-hydroxy-1-methylcyclobutane-1-carboxylate